COC1=C(N)C=CC(C1)(N)N 2-methoxy-4,4-diaminoaniline